(5-(5-acetamido-1H-pyrazol-1-yl)-1,3,4-thiadiazol-2-yl)-3-methoxy-2-oxo-4-(pyrimidin-2-ylamino)-2H-pyran-6-carboxamide C(C)(=O)NC1=CC=NN1C1=NN=C(S1)C=1C(=C(C(OC1C(=O)N)=O)OC)NC1=NC=CC=N1